NC1=C2C=CN=C2N=CN1C 6-amino-N1-methyl-7-deazapurine